2-(5-Fluoropyridin-2-yl)-6-(trifluoromethyl)-6,7-dihydro-4H-pyrazolo[5,1-c][1,4]oxazine FC=1C=CC(=NC1)C1=NN2C(COC(C2)C(F)(F)F)=C1